C1(=CC=CC=C1)N1C=CC2=CC=CN=C12 N-(phenyl)-7-azaindole